(1s,4s)-4-(2-(cyclobutylamino)-8-(2,6-dichloro-4-(trifluoromethoxy)phenylamino)-9H-purin-9-yl)-1-methylcyclohexanecarboxamide C1(CCC1)NC1=NC=C2N=C(N(C2=N1)C1CCC(CC1)(C(=O)N)C)NC1=C(C=C(C=C1Cl)OC(F)(F)F)Cl